3-(2,2-difluoroethoxy)-N-[1-[3-[5-(2,2,2-trifluoroethoxy)-2-pyridyl]pyrazin-2-yl]ethyl]-5-(trifluoromethyl)benzamide FC(COC=1C=C(C(=O)NC(C)C2=NC=CN=C2C2=NC=C(C=C2)OCC(F)(F)F)C=C(C1)C(F)(F)F)F